bis(cyclopentadienyl)bis[2,6-difluoro-3-(N-cyclohexylmethyl-(2-ethyl-2-methylheptanoyl)amino)phenyl]titanium C1(C=CC=C1)[Ti](C1=C(C(=CC=C1F)N(CC1CCCCC1)C(C(CCCCC)(CC)C)=O)F)(C1=C(C(=CC=C1F)N(CC1CCCCC1)C(C(CCCCC)(C)CC)=O)F)C1C=CC=C1